CNS(=O)(=O)C1=CC(=CC=C1)C1=CN=C2N1C=C(C=C2)NC N-methyl-3-(6-(methylamino)imidazo[1,2-a]pyridin-3-yl)benzenesulfonamide